ClC1CCC(NC1)C(C1CCC1)CC(C)(S(=O)N)C ((5-chloropiperidin-2-yl)(cyclobutyl)methyl)-2-methylpropan-2-sulfinamide